IC1=CC=C(C=C1)CC(=O)OC(C)(C)C tert-Butyl (4-iodophenyl)acetate